6-(7,8-dimethyl-[1,2,4]triazolo[4,3-b]pyridazin-6-yl)-N-(5-fluoro-2-methylpyridin-4-yl)-5,6,7,8-tetrahydro-1,6-naphthyridin-3-amine CC1=C(C=2N(N=C1N1CC=3C=C(C=NC3CC1)NC1=CC(=NC=C1F)C)C=NN2)C